(3-(1-hydroxyethyl)-2,6-bis(methoxymethoxy) phenyl)-2-methallylacetate OC(C)C=1C(=C(C(=CC1)OCOC)OC(CCC(C)=C)=O)OCOC